5-(1-(8-cyclobutyl-8-azabicyclo[3.2.1]octan-3-yl)piperidin-4-yl)-7-fluoro-1-methyl-2-(4-(methylsulfonyl)phenyl)-1H-benzo[d]imidazole C1(CCC1)N1C2CC(CC1CC2)N2CCC(CC2)C2=CC1=C(N(C(=N1)C1=CC=C(C=C1)S(=O)(=O)C)C)C(=C2)F